COC(=O)C1=C(C=2N=CN=CC2S1)C(C)S(=O)(=O)C 7-(1-(methylsulfonyl)ethyl)thieno[3,2-d]pyrimidine-6-carboxylic acid methyl ester